4-((2-(2,6-dioxopiperidin-3-yl)-1,3-dioxoisoindol-5-yl)amino)cyclohexane-1-carbaldehyde O=C1NC(CCC1N1C(C2=CC=C(C=C2C1=O)NC1CCC(CC1)C=O)=O)=O